COC1=C(C(=C(C2=CC=CC=C12)OC)C)CC=1C=NC(=NC1)C#C 5-[(1,4-dimethoxy-3-methylnaphthalen-2-yl)methyl]-2-ethynylpyrimidine